5-chloro-6-(2-iminopyrrolidin-1-yl)methyl-2,4(1H,3H)-pyrimidinedione ClC=1C(NC(NC1CN1C(CCC1)=N)=O)=O